2-(3-bromophenyl)-2H-indazole BrC=1C=C(C=CC1)N1N=C2C=CC=CC2=C1